Br.N1=C(C=CC=C1)C picoline hydrogen bromide salt